CC1C(C(CC=C1)(C)C)C(C=CC)=O (2,6,6-Trimethyl-3-Cyclohexen-1-Yl)-2-Buten-1-One